C(C)(C)(C)OC(=O)NCCNC(=O)C=1C=NC(=NC1)NCC1(CCC1)C1=NC=CC=C1F N-{2-[(tert-butoxy)carbonylamino]ethyl}[2-({[(3-fluoro(2-pyridyl))cyclobutyl]methyl}amino)pyrimidin-5-yl]carboxamide